BrC1=CC=C(C=C1)\C(=C(/CC)\C1=CC=CC=C1)\C1=CC=C(C=C1)N1CCC(CC1)CCO (E)-2-(1-(4-(1-(4-bromophenyl)-2-phenylbut-1-en-1-yl)phenyl)piperidin-4-yl)ethan-1-ol